2-(4-methyltetrahydro-2H-pyran-4-yl)-2-azaspiro[3.3]heptan-6-ol CC1(CCOCC1)N1CC2(C1)CC(C2)O